4-(4-(4-(1-propenoylazetidin-3-yl)piperazin-1-yl)phenyl)-6-(1-methyl-1H-pyrazol-4-yl)pyrazolo[1,5-a]pyrazine-3-carbonitrile C(C=C)(=O)N1CC(C1)N1CCN(CC1)C1=CC=C(C=C1)C=1C=2N(C=C(N1)C=1C=NN(C1)C)N=CC2C#N